C(=O)[O-].CSCOC(C(=O)OC1CC2CCC(C1)[N+]21CCCC1)(C1=CC=CC=C1)C1=CC=CC=C1 3-(2-((methylthio)methoxy)-2,2-diphenylacetoxy)spiro[bicyclo[3.2.1]octane-8,1'-pyrrolidin]-8-ium formate